C1(CC1)C1=CC(=C(C(=O)NC2=CC(=C(C=C2)F)C(CC2OC2)C)C=C1C(F)(F)F)OC1=C(C=C(C=C1)F)C 4-cyclopropyl-2-(4-fluoro-2-methylphenoxy)-N-(4-fluoro-3-(1-(oxiran-2-yl)propan-2-yl)phenyl)-5-(trifluoromethyl)benzamide